FC(C1=NC2=C(N1CC(F)(F)F)C=C(C=C2)[C@@H]2[C@H](C2)C=2C=1N(N=C(C2)C=2C(NC(NC2)=O)=O)C=CN1)F 5-(8-((1S,2S)-2-(2-(difluoromethyl)-1-(2,2,2-trifluoroethyl)-1H-benzo[d]imidazol-6-yl)cyclopropyl)imidazo[1,2-b]pyridazin-6-yl)pyrimidine-2,4(1H,3H)-dione